[Na].CSC1=NN=C(S1)NS(=O)=O N-[5-(methylthio)-1,3,4-thiadiazol-2-yl]sulfonamide sodium